ClC=1C=CC(=C(C1)C1=NOC(=N1)[C@H]1C([C@@H]1C1=CC=C(C=C1)S(=O)(=O)N)(C)C)OC 4-{(1R,3R)-3-[3-(5-chloro-2-methoxyphenyl)-1,2,4-oxadiazol-5-yl]-2,2-dimethylcyclopropyl}benzenesulfonamide